3-{4-[(6-methoxypyridin-3-yl)sulfamoyl]phenyl}-1-(pyridin-3-ylmethyl)urea COC1=CC=C(C=N1)NS(=O)(=O)C1=CC=C(C=C1)NC(NCC=1C=NC=CC1)=O